Benzyl 1-(benzyloxycarbonyl-sulfamoyl)-3-[3-piperidyl]pyrrole-2-carboxylate hydrochloride Cl.C(C1=CC=CC=C1)OC(=O)NS(=O)(=O)N1C(=C(C=C1)C1CNCCC1)C(=O)OCC1=CC=CC=C1